Tin Oxide Fluorine [F].[Sn]=O